C(C=C)(=O)N1[C@H](CN(CC1)C1=NC=NC2=CC(=C3C(=C12)OCCC3)C3=C1C=NNC1=CC(=C3Cl)Cl)CC#N 2-((2S)-1-acryloyl-4-(5-(5,6-dichloro-1H-indazol-4-yl)-3,4-dihydro-2H-pyrano[2,3-f]quinazolin-10-yl)piperazin-2-yl)acetonitrile